Adenosin-Tri-Phosphat P(=O)(O)(O)O[C@H]1[C@@H](O[C@@H]([C@H]1OP(=O)(O)O)COP(=O)(O)O)N1C=NC=2C(N)=NC=NC12